(2Z,4E)-2,4-dimethyl-5-(p-tolyl)penta-2,4-dienal C/C(/C=O)=C/C(=C/C1=CC=C(C=C1)C)/C